ClC1=CC=C(C=N1)C1=NOC(=C1CN1N=CC(=CC1=O)N1CCC2(CCOCC2)CC1)C 2-((3-(6-chloropyridin-3-yl)-5-methylisoxazol-4-yl)methyl)-5-(3-oxa-9-azaspiro[5.5]undecan-9-yl)pyridazin-3(2H)-one